C(CCCCCCC)[C@H]1CCC(O1)=O (S)-5-octyl-dihydrofuran-2(3H)-one